COC1=C(C=CC(=C1)\C=C\C(C1=CC=CC=C1)=O)/C=C/C(=O)O (E)-3-[2-Methoxy-4-[(E)-3-oxo-3-phenylprop-1-enyl]phenyl]prop-2-enoic acid